N-(3,4-DIFLUORO-2-FORMYLPHENYL)PIVALAMIDE FC=1C(=C(C=CC1F)NC(C(C)(C)C)=O)C=O